3,3',3''-(((1R,2S,3R)-5-((15,15,15-trifluoro-14-oxo-3,6,9,13-tetraoxapentadecyl)carbamoyl)cyclohex-4-ene-1,2,3-triyl)tris(oxy))tripropionic acid FC(C(OCCCOCCOCCOCCNC(=O)C1=C[C@H]([C@H]([C@@H](C1)OCCC(=O)O)OCCC(=O)O)OCCC(=O)O)=O)(F)F